perfluorodithienylvinylformic acid FC(=C(C=1SC(=C(C1F)F)F)C=1SC(=C(C1F)F)F)C(=O)O